8-bromo-3-chloroisoquinolin BrC=1C=CC=C2C=C(N=CC12)Cl